7-Bromo-2-iodopyrazolo[1,5-a]pyridine BrC1=CC=CC=2N1N=C(C2)I